CN1C(=NC2=CC=C(C=C2C1=O)C)C1=CC=CC=C1 3,6-dimethyl-2-phenylquinazolin-4(3H)-one